FC1(CCC(CC1)C(=O)N1[C@H]([C@H](CCC1)NS(=O)(=O)C)COC1CCN(CC1)C1=C(C=CC=C1)F)F N-(cis-1-((4,4-difluorocyclohexyl)carbonyl)-2-(((1-(2-fluorophenyl)piperidin-4-yl)oxy)methyl)piperidin-3-yl)methanesulfonamide